NC1=NC=CC2=CC(=CC=C12)CNC(C1=CC(=C(C=C1)CN1CCN(CC1)C1=CC=NC=C1)Cl)=O N-((1-aminoisoquinolin-6-yl)methyl)-3-chloro-4-((4-(pyridin-4-yl)piperazin-1-yl)methyl)benzamide